C(C)(C)(C)[C@@]1(COCC2=C1NC(C1=C2C=C(S1)C=1C=NNC1)=O)O (R)-4-(tert-butyl)-4-hydroxy-8-(1H-pyrazol-4-yl)-3,4-dihydro-1H-pyrano[4,3-b]thieno[3,2-d]pyridin-6(5H)-one